Calcium Magnesium Aluminum Silicon [Si].[Al].[Mg].[Ca]